4-(5-bromo-6-methyl-pyrazin-2-yl)piperazine-1-carboxylic acid tert-butyl ester C(C)(C)(C)OC(=O)N1CCN(CC1)C1=NC(=C(N=C1)Br)C